FC1=C(C=CC=C1)CCC=O 3-(2-fluorophenyl)propanal